FC1(CCN(CC1)C1=CC=CC(=N1)C(=O)NN)F 6-(4,4-difluoropiperidin-1-yl)picolinohydrazide